OC1(C(C2=CC=C(C=C2C=C1)O)C=O)C=O 2,6-dihydroxynaphthalene-1,2-dicarboxaldehyde